COC=1C=C(C=CC1)NS([O-])(=O)=O.[Na+] Sodium N-(3-methoxyphenyl)sulfamate